C(C)(C)(C)OC(=O)CCCCCCCCCCCCCCCCCOC=1C2=CC=CC=C2C(=C2C=CC=CC12)OCCCCCCCCCCCCCCCCCC(=O)OC(C)(C)C 9,10-bis(tert-butoxycarbonylheptadecyleneoxy)anthracene